COCC1CN(C1)C(C)=O 1-[3-(methoxymethyl)azetidin-1-yl]ethanone